(4-(3-((1r,3r,5r,7r)-adamantan-2-yl)propyl)piperazin-1-yl)-(5-(4-chlorophenyl)-1-(2,4-dichlorophenyl)-4-methyl-1H-pyrazol-3-yl)methanone C12C(C3CC(CC(C1)C3)C2)CCCN2CCN(CC2)C(=O)C2=NN(C(=C2C)C2=CC=C(C=C2)Cl)C2=C(C=C(C=C2)Cl)Cl